ClC1=CC=CC(=N1)OCC1=CC=C2C=NN(C2=C1)C 6-(((6-chloropyridin-2-yl)oxy)methyl)-1-methyl-1H-indazole